BrC1=CC=2C(C3=CC=C(C=C3NC2C=C1)OCC(C)(C)OC)(C)C 2-bromo-6-(2-methoxy-2-methylpropoxy)-9,9-dimethyl-9,10-dihydroacridine